C(C)(C)(C)OC(=O)N1CCN(CC1)CCOC1=C(C=C(C=C1)N1C(N(C(C1(C)C)=O)C1=CC(=C(C=C1)C#N)C(F)(F)F)=S)F.NC1CCC(CC1)CC1CCC(CC1)N bis-(p-aminocyclohexyl)methane tert-Butyl-4-[2-[4-[3-[4-cyano-3-(trifluoromethyl)phenyl]-5,5-dimethyl-4-oxo-2-thioxo-imidazolidin-1-yl]-2-fluoro-phenoxy]ethyl]piperazine-1-carboxylate